ClC=1C=C(C=CC1F)NC1=NC=2N(C=C1)N=CC2NC(CCCC2=C(C(=C(C=C2)CCCl)CCCl)N)=O N-[5-(3-chloro-4-fluorophenylamino)-pyrazolo[1,5-a]pyrimidin-3-yl]4-[bis-(2-chloroethyl)-aminophenyl]-butyramide